C1(CC1)C=1C(=NN2C1C(NC(=C2)C2=C(C(=C(C=C2)C)F)F)=O)C(=O)O 3-Cyclopropyl-6-(2,3-difluoro-4-methylphenyl)-4-oxo-4,5-dihydropyrazolo[1,5-a]pyrazine-2-carboxylic acid